4-(5-chloro-1H-indol-2-yl)-5-hydroxy-N-methoxy-2-carbonyl-5-pentyl-2,5-dihydrofuran-3-carboxamide ClC=1C=C2C=C(NC2=CC1)C1=C(C(OC1(CCCCC)O)=C=O)C(=O)NOC